CC1=C(SC=N1)C2=CC=C(C=C2)CNC(=O)[C@@H]3C[C@H](CN3C(=O)[C@H](C(C)(C)C)N)O.Cl (4R)-3-Methyl-L-valyl-4-hydroxy-N-[[4-(4-methyl-5-thiazolyl)phenyl]methyl]-L-prolinamide hydrochloride